BrC=1C=CC(=NC1)OC(F)F 5-Bromo-2-(difluoromethoxy)pyridine